ClC1=C(C=CC(=C1)C1COC1)C1COCCCN1 3-(2-chloro-4-(oxetan-3-yl)phenyl)-1,4-oxazepan